aminoethyl-N-beta-aminoethyl-gamma-aminopropylmethyldiethoxysilane NCCC(C)O[Si](OCC)(C)CCCNCCN